(2R,3S,4S)-2,3,4-tribenzyloxy-4-[(4R,5R)-4-(benzyloxymethyl)-2,2,5-trimethyl-1,3-dioxopent-4-yl]-1-[4-(p-toluenesulfonyl)piperazin-1-yl]butan-1-one C(C1=CC=CC=C1)O[C@@H](C(=O)N1CCN(CC1)S(=O)(=O)C1=CC=C(C)C=C1)[C@H]([C@H]([C@@](C(C(C=O)(C)C)=O)(CC)COCC1=CC=CC=C1)OCC1=CC=CC=C1)OCC1=CC=CC=C1